C1(CC1)CN1C(C(C=2C1=NC=C(C2)[N+](=O)[O-])=O)=O 1-(cyclopropylmethyl)-5-nitro-1H-pyrrolo[2,3-b]pyridine-2,3-dione